methyl 4-(2-amino-ethyl)-benzoate NCCC1=CC=C(C(=O)OC)C=C1